[Br-].C1(=CC=CC=C1)P(C1=CC=CC=C1)C1=CC=CC=C1.C1(=CC=CC=C1)P(C1=CC=CC=C1)C1=CC=CC=C1.C1(=CC=CC=C1)P(C1=CC=CC=C1)C1=CC=CC=C1.[Cu+2].[Br-] copper tris(triphenylphosphine) bromide